NC1=C(C(=NN1[C@H](C(=O)O)C)C1=C2C=CNC2=C(C=C1)CNC(C1=C(C=CC(=C1)F)OC)=O)C(N)=O (S)-2-(5-amino-4-carbamoyl-3-(7-((5-fluoro-2-methoxybenzamido)methyl)-1H-indol-4-yl)-1H-pyrazol-1-yl)propanoic acid